(5R,7R)-4-chloro-7-fluoro-5-methyl-6,7-dihydro-5H-cyclopenta[d]pyrimidine ClC=1C2=C(N=CN1)[C@@H](C[C@H]2C)F